N[C@H]1[C@@H](CCCC1)NC1=NC(=C2N=CN(C2=N1)CC)NC1=CC(=CC=C1)Cl N2-((1R,2R)-2-AMINOCYCLOHEXYL)-N6-(3-CHLOROPHENYL)-9-ETHYL-9H-PURINE-2,6-DIAMINE